(S)-2-amino-1-(4-fluorophenyl)ethan-1-ol NC[C@@H](O)C1=CC=C(C=C1)F